C(C)OC1=CC=C(C=C1)CC(=O)N (4-ethoxyphenyl)acetamide